C(C)(=O)OCCCCCCCCC=CCC=CC 9,12-tetradecadien-1-yl acetate